[Cl-].C(CCCCCCCCCCC)C(C1=CC=CC=C1)[N+](CC)(C)C n-dodecyl-dimethyl-ethylbenzyl-ammonium chloride